[1,2]azaborol-4-amine N1B=CC(=C1)N